ClC=1C=C(C=C(C1)Cl)C1=NN=C(O1)NC(C1=CC=C(C=C1)SC(F)(F)F)=O N-(5-(3,5-dichlorophenyl)-1,3,4-oxadiazol-2-yl)-4-((trifluoromethyl)thio)benzamide